hexahydro-1,3,5-tris(tetrahydro-2-furanyl)-methyl-S-triazine O1C(CCC1)N1C(N(CN(C1)C1OCCC1)C1OCCC1)C